BrC=1SC(=CN1)C(C(F)(F)F)(C(F)(F)F)O 2-(2-bromothiazol-5-yl)-1,1,1,3,3,3-hexafluoropropan-2-ol